OC1=C2[C@H]3[C@H](C(OC2=CC(=C1)C(COC=O)(CCCCCC)O)(C)C)CC=C(C3)C [2-[(6Ar,10aR)-1-hydroxy-6,6,9-trimethyl-6a,7,10,10a-tetrahydrobenzo[c]chromen-3-yl]-2-hydroxyoctyl]formate